Titanium tetrabutanolate C(CCC)[O-].C(CCC)[O-].C(CCC)[O-].C(CCC)[O-].[Ti+4]